C(=O)=C1C(OC2=CC=CC(=C2C1C)C)=O 3-carbonylbismethylcoumarin